N1=C(C=CC=C1)SSC(CC(=O)O)C 3-(2-pyridyldithio)-butyric acid